1,N-diisopropylethylamine C(C)(C)C(C)NC(C)C